3,8,11-tetradecatriene acetate ((E,Z,Z)-3,8,11-tetradecatrienyl-acetate) C(C\C=C\CCC\C=C/C\C=C/CC)CC(=O)O.C(C)(=O)O.CCC=CCCCC=CCC=CCC